OC1=C(C=CC(=C1)O)C(C)C 2-(2,4-dihydroxyphenyl)propane